[C@H]12COC[C@@H]2C1NC(=O)C=1C=C(C2=C(C(CO2)C2=CC=C(OCCNC(OC(C)(C)C)=O)C=C2)C1)C(NC)=O tert-Butyl (2-(4-(5-(((1R,5S,6r)-3-oxabicyclo[3.1.0]hexan-6-yl)carbamoyl)-7-(methylcarbamoyl)-2,3-dihydrobenzofuran-3-yl)phenoxy)ethyl)carbamate